C1(CC1)CN1CC[C@]23CCN(CC[C@]2([C@H]1CC1=CC=C(C=C13)O)O)C(=O)C1=CN=C3N1C=CC=N3 ((5aS,6R,11bR)-14-(cyclopropylmethyl)-5a,10-dihydroxy-1,2,5,5a,6,7-hexahydro-6,11b-(epiminoethano)naphtho[1,2-d]azepin-3(4H)-yl)(imidazo[1,2-a]pyrimidin-3-yl)methanone